ClC1=C(C=C(C=C1)C1=CC(=CC=C1)\C=C\1/CC(CC2=C(C3=CC(=CC=C3N=C12)OCCOC)C(=O)O)C)C(F)(F)F (E)-4-((4'-chloro-3'-(trifluoromethyl)-[1,1'-biphenyl]-3-yl)methylene)-7-(2-methoxyethoxy)-2-methyl-1,2,3,4-tetrahydroacridine-9-carboxylic acid